BrC=1N=C(C=2N(C1)C(=CN2)F)Br 6,8-dibromo-3-fluoro-imidazo[1,2-a]pyrazine